C(#N)C1=CN(C2=CC=C(C=C12)N1N=CC(=N1)C(=O)OC)CC1CC1 methyl 2-(3-cyano-1-cyclopropyl methyl-1H-indole-5-yl)-2H-1,2,3-triazole-4-formate